penta-carboxypentyl-triphenyl-phosphonium bromide [Br-].C(=O)(O)C(CCCC(C(=O)O)(C(=O)O)C(=O)O)(C(=O)O)[P+](C1=CC=CC=C1)(C1=CC=CC=C1)C1=CC=CC=C1